[Cl-].C(CCCCCCCCCCC)[N+](C)(CCCCCCCCCCCC)CCCCCCCCCCCC Tridodecylmethylammonium chlorid